(4,6-difluorodibenzothiophen-3-yl) trifluoromethanesulfonate FC(S(=O)(=O)OC=1C=CC2=C(SC3=C2C=CC=C3F)C1F)(F)F